C1(=CC=C(C=C1)C=1OC2=C(N1)C=CC(=C2)C(=O)O)C 2-(p-Tolyl)benzo[d]oxazole-6-carboxylic acid